C(C)(=O)N1CCN(CC1)C1=C(C=C(C(=C1)OC)NC1=NC=NC(=C1)N1OCC[C@@H]1C1=CC(=CC=C1)F)NC(C=C)=O N-(2-(4-acetylpiperazine-1-yl)-5-((6-((R)-3-(3-fluorophenyl)isoxazolidine-2-yl)pyrimidine-4-yl)amino)-4-methoxyphenyl)acrylamide